ClC1=CC(=C(C=C1)[C@H]1CC=CC=C1)F (S)-3-(4-chloro-2-fluorophenyl)-2,3-dihydrobenzene